C(C)(C)(C)OC(=O)N1CCN(C2=CC=CC(=C12)C)C1=CC2=C(N=C(N=C2)NC2CC2)N(C1=O)C1CCN(CC1)C 4-[2-(cyclopropylamino)-8-(1-methyl-4-piperidinyl)-7-oxo-pyrido[2,3-d]pyrimidin-6-yl]-8-methyl-2,3-dihydroquinoxaline-1-carboxylic acid tert-butyl ester